C(CCC)[Sn](C(=C)C(CCCC)C1=CC=CC=C1)(CCCC)CCCC Tributyl-(3-phenylhept-1-en-2-yl)stannane